ClC1=C(C=CC(=C1)N1C2C(CC1)NCC2)C=2N(C1=NC=NC(=C1N2)OC2(CC2)C)CC2=NC=CC(=C2)C (racemic)-8-(2-chloro-4-(hexahydropyrrolo[3,2-b]pyrrol-1(2H)-yl)phenyl)-6-(1-methylcyclopropoxy)-9-((4-methylpyridin-2-yl)methyl)-9H-purine